2-methyl-2-(3-bromo-4-methoxy-phenyl)trans-3-hexenedioic acid CC(C(=O)O)(\C=C\CC(=O)O)C1=CC(=C(C=C1)OC)Br